ClC=1C=CC(=C(C1)S(=O)(=O)NC1=NC=C(C=N1)C1=NC(=C2C(=N1)NN=C2C)OC2CCN(CC2)C(C)C)F 5-chloro-2-fluoro-N-(5-(4-((1-isopropylpiperidin-4-yl)oxy)-3-methyl-1H-pyrazolo[3,4-d]pyrimidin-6-yl)pyrimidin-2-yl)benzenesulfonamide